FC=1C=C(C=C2C(=CNC12)CCN(CCC)CCC)OC N-(2-(7-fluoro-5-methoxy-1H-indol-3-yl)ethyl)-N-propylpropan-1-amine